ClC=1N=C2C(=C(C=NC2=CC1)F)N[C@@H](CCOC1=C(C=C(C=C1)F)[C@@H](C)NC(OCC1=CC=CC=C1)=O)C benzyl ((R)-1-(2-((R)-3-((6-chloro-3-fluoro-1,5-naphthyridin-4-yl)amino) butoxy)-5-fluorophenyl)ethyl)carbamate